C(C)C1=C2OC=3C=CC=C(C(NC4=CC=CC(S(NC(N=C1C=1C(=NC=CC1)C)=N2)(=O)=O)=C4)=O)C3 4-ethyl-5-(2-methylpyridin-3-yl)-2-oxa-9λ6-thia-6,8,15,23-tetraazatetracyclo[15.3.1.13,7.110,14]tricosa-1(21),3,5,7(23),10(22),11,13,17,19-nonaene-9,9,16-trione